C(C)(C)(C)O[Zr](C(CC(=O)COCC)=O)(C(CC(=O)COCC)=O)OC(C)(C)C di-tert-butoxybis(ethoxyacetoacetyl)zirconium